benzofuran-3-carboxylate O1C=C(C2=C1C=CC=C2)C(=O)[O-]